sodium L-alanyl-L-cysteine N[C@@H](C)C(=O)N[C@@H](CS)C(=O)O.[Na]